bis(3,4-diaminophenyl) sulphon NC=1C=C(C=CC1N)S(=O)(=O)C1=CC(=C(C=C1)N)N